FC1=CC=C2C(N(C=NC2=C1)C=1C(=C(C=CC1)C1=C2C(=C(NC2=C(C(=C1)OCC1=CC=C(C=C1)OC)C(=O)N)C)C)C)=O 4-(3-(7-fluoro-4-oxoquinazolin-3(4H)-yl)-2-methylphenyl)-6-((4-methoxybenzyl)oxy)-2,3-dimethyl-1H-indole-7-carboxamide